ClC=1C=CC(=C(C1)[C@@H]1[C@H](C1)C(=O)NC1=NC=CC(=C1)NCC=1N=C2N(C=C(C=C2)C2CC2)C1)C#N (1S,2S)-2-(5-chloro-2-cyanophenyl)-N-(4-(((6-cyclopropylimidazo[1,2-a]pyridin-2-yl)methyl)amino)pyridin-2-yl)cyclopropane-1-carboxamide